N-[1-[(3S)-3-(1H-1,2,4-triazol-5-yl)pyrrolidine-1-carbonyl]-4-piperidinyl]-4-(trifluoromethyl)benzenesulfonamide N1N=CN=C1[C@@H]1CN(CC1)C(=O)N1CCC(CC1)NS(=O)(=O)C1=CC=C(C=C1)C(F)(F)F